CC/C=C\C/C=C\C/C=C\CCCCCCCC(=O)O[C@H](COC(=O)CC/C=C\C/C=C\C/C=C\C/C=C\C/C=C\C/C=C\CC)COP(=O)(O)OC[C@@H](C(=O)O)N 1-(4Z,7Z,10Z,13Z,16Z,19Z-docosahexaenoyl)-2-(9Z,12Z,15Z-octadecatrienoyl)-glycero-3-phosphoserine